FC(C)(F)C1=NC=CC(=N1)N1CC2(C=3C=NC(=CC31)NC(C)=O)CCNCC2 N-(1'-(2-(1,1-difluoroethyl)pyrimidin-4-yl)-1',2'-dihydrospiro[piperidine-4,3'-pyrrolo[3,2-c]pyridin]-6'-yl)acetamide